trans-4-(3-(3-(methylamino)styryl)-1H-indazol-6-yl)pyrimidin-2-amine CNC=1C=C(/C=C/C2=NNC3=CC(=CC=C23)C2=NC(=NC=C2)N)C=CC1